methyl 5-(1-(6-methylpyridin-2-yl)-1H-pyrazol-5-yl)pyrazolo[1,5-a]pyridine-3-carboxylate CC1=CC=CC(=N1)N1N=CC=C1C1=CC=2N(C=C1)N=CC2C(=O)OC